8-[4-[4-(2-pyrimidinyl)-1-piperazinyl]butyl]-8-azaspiro[4.5]decane-7,9-dione-hydrochloride Cl.N1=C(N=CC=C1)N1CCN(CC1)CCCCN1C(CC2(CCCC2)CC1=O)=O